2-(5-cyanobenzofuran-6-yl)propionic acid C(#N)C=1C(=CC2=C(C=CO2)C1)C(C(=O)O)C